3-(butylamino)-4-phenoxy-5-[(tetrahydropyran-4-ylamino)sulfonimidoyl]-N-(2,2,2-trifluoroethyl)benzamide C(CCC)NC=1C=C(C(=O)NCC(F)(F)F)C=C(C1OC1=CC=CC=C1)S(=O)(=N)NC1CCOCC1